2-(6-(7-azabicyclo[2.2.1]heptan-7-yl)-2-methylpyridin-3-yl)spiro[3.3]heptane-2,6-diamine C12CCC(CC1)N2C2=CC=C(C(=N2)C)C2(CC1(C2)CC(C1)N)N